O1CC[C@H](C2=CC=CC=C12)NC(=O)N1CC2=C(CC1)N=C(S2)N2C1CN(CC2CC1)CC N-((R)-chroman-4-yl)-2-(3-ethyl-3,8-diazabicyclo[3.2.1]octan-8-yl)-6,7-dihydrothiazolo[5,4-c]pyridine-5(4H)-carboxamide